NC1=CC(=NO1)C1CCN(CC1)C(=O)C1=CC=C(C=C1)C1=CC=CC=C1 (4-(5-aminoisoxazol-3-yl)piperidin-1-yl)(biphenyl-4-yl)methanone